C(C)OC(=O)C=1C(=NN(C1)S(N(C)C)(=O)=O)CC1=CC=CC=C1 benzyl-1-(N,N-dimethylsulfamoyl)-1H-pyrazole-4-carboxylic acid ethyl ester